5-heptene-2-one CC(CCC=CC)=O